4-chloro-3,5-dimethylpyrazole-1-carbodithioate ClC=1C(=NN(C1C)C(=S)[S-])C